ClC=1C=C2C=CC=NC2=CC1C(=O)NC1=CC(=NN1C)C1=C(C=CC=C1)C 6-Chloro-N-[1-methyl-3-(2-methylphenyl)-1H-pyrazol-5-yl]quinoline-7-carboxamide